bicyclo[4.3.0]nona-1,3,5-trien C12=CC=CC=C2CCC1